2,6-Heptadien-4-yn-1-ol C(C=CC#CC=C)O